FC1=C(N)C=CC(=C1F)C 2,3-difluoro-4-methylaniline